6-bromo-N'-[4-[tert-butyl(dimethyl)silyl]oxy-2-ethyl-phenyl]-4-[[(2S)-3-(tert-butylsulfinylamino)-2-methyl-cyclohexyl]amino]pyrrolo[1,2-b]pyridazine-3-carboxamidine BrC=1C=C2N(N=CC(=C2NC2[C@@H](C(CCC2)NS(=O)C(C)(C)C)C)C(=NC2=C(C=C(C=C2)O[Si](C)(C)C(C)(C)C)CC)N)C1